C(C1=CC=CC=C1)C1=NN(C=2C=CC=C(C12)C1=C(C=C2C=NN(C2=C1)C)F)CC(=O)NCC(=O)NCC(=O)OC methyl 2-[2-(2-{3-benzyl-5'-fluoro-1'-methyl-[4,6'-biindazol]-1-yl} acetamido)acetamido]acetate